(S)-6-ethyl-2-((4-((2-hydroxy-1-phenylethyl)amino)-5-(3-morpholino-1,2,4-oxadiazol-5-yl)pyridin-2-yl)amino)-7,7-dimethyl-6,7-dihydro-5H-pyrrolo[3,4-b]pyridin-5-one C(C)N1C(C2=NC(=CC=C2C1=O)NC1=NC=C(C(=C1)N[C@H](CO)C1=CC=CC=C1)C1=NC(=NO1)N1CCOCC1)(C)C